4-(2-(2-Aminopyridin-3-yl)-5-(tetrahydrofuran-3-yl)-3H-imidazo[4,5-b]pyridin-3-yl)benzyl acetate C(C)(=O)OCC1=CC=C(C=C1)N1C(=NC=2C1=NC(=CC2)C2COCC2)C=2C(=NC=CC2)N